I.FC1(CCC(CC1)N)F 4,4-difluorocyclohexylamine hydroiodide